6-methoxyquinazoline-7-carboxamide COC=1C=C2C=NC=NC2=CC1C(=O)N